(aminomethyl)pyridine-2-sulfonamide NCC=1C(=NC=CC1)S(=O)(=O)N